COC=1C=CC=C2NC=C(CCN(CCC)CC)C12 4-methoxy-N-ethyl-N-propyltryptamine